(S)-4-(2-oxooxazolidin-3-yl)-3-(4-methylphenyl)-N-((R)-1-(5,6-difluoropyridin-3-yl)ethyl)-4,5-dihydro-1H-pyrazol-1-carboxamide O=C1OCCN1[C@@H]1C(=NN(C1)C(=O)N[C@H](C)C=1C=NC(=C(C1)F)F)C1=CC=C(C=C1)C